ClC1=CC=C2CC(C3(CCN(CC3)CCOC3=CC4=C(N(C=N4)C4CC(C4)(C)O)C(=C3)C(F)(F)F)C2=C1)O 6-chloro-1'-(2-{1-[(cis)-3-hydroxy-3-methylcyclobutyl]-7-(trifluoromethyl)-1H-1,3-benzimidazol-5-yloxy}ethyl)spiro[indan-1,4'-piperidin]-2-ol